CN1C(N(C2=C1C=C(C=C2)[N+](=O)[O-])C)=O 1,3-dimethyl-6-nitro-2-oxo-2,3-dihydro-1H-benzo[d]imidazole